C1(CC1)CN1[C@H]2[C@@]3(CCC([C@H]4[C@@]3(C=3C(=C(C=CC3C2)O)O4)CC1)=C)O 17-(cyclopropylmethyl)-4,5α-epoxy-6-methylenemorphinan-3,14-diol